1-[5-(trifluoromethyl)-3H-imidazol-4-yl]methanamine FC(C1=C(NC=N1)CN)(F)F